adenosine butanedisulfonate C(CCCS(=O)(=O)O)S(=O)(=O)O.[C@@H]1([C@H](O)[C@H](O)[C@@H](CO)O1)N1C=NC=2C(N)=NC=NC12